N-((4-chloro-5-methylpyrazol-1-yl)methyl)carboxamide ClC=1C=NN(C1C)CNC=O